FC=1C=C(C=CC1)C1=C2N(C(=NC1=O)NC1CC(C1)(C)O)C=CC(=C2)C(F)(F)F 4-(3-fluorophenyl)-1-(((1S,3S)-3-hydroxy-3-methylcyclobutyl)amino)-6-(trifluoromethyl)-3H-pyrido[1,2-c]pyrimidin-3-one